C(C)C1=C(C=CC(=C1)O)NC1=NNC(=C1)C1=CC=C(C=C1)N1CCN(CC1)C(C)=O 1-(4-(4-(3-((2-ethyl-4-hydroxyphenyl)amino)-1H-pyrazol-5-yl)phenyl)piperazin-1-yl)ethan-1-one